6-Bromo-N-(4-fluorobenzyl)-1-methyl-1,2-dihydro-3H-benzo[e]indole-3-carboximidamide BrC1=CC=CC=2C=3C(CN(C3C=CC21)C(NCC2=CC=C(C=C2)F)=N)C